(Bis(4-aminophenyl))sulfone NC1=CC=C(C=C1)S(=O)(=O)C1=CC=C(C=C1)N